(1S,2S,3S,6R)-6-((2-(4,4-difluorocyclohexyl)ethyl)amino)-4-((difluoromethoxy)methyl)cyclohex-4-ene-1,2,3-triol FC1(CCC(CC1)CCN[C@@H]1C=C([C@@H]([C@@H]([C@H]1O)O)O)COC(F)F)F